2-[1-(pyridin-2-ylmethyl)-1H-indole-3-carboxamido]-4,5-difluorobenzoic acid N1=C(C=CC=C1)CN1C=C(C2=CC=CC=C12)C(=O)NC1=C(C(=O)O)C=C(C(=C1)F)F